C1(=CC=C(C=C1)C1=NC(=NC(=C1)C1=CC=CC=C1)Br)C1=CC=CC=C1 4-([1,1'-biphenyl]-4-yl)-2-bromo-6-phenylpyrimidine